O1NOC(=C1)C(=O)[O-] [1,3]dioxazol-4-carboxylate